FC1(C(OC=2C(=CC3=C(N(C=N3)C)C2)O1)(F)F)F 6,6,7,7-tetrafluoro-1-methyl-6,7-dihydro-1H-[1,4]dioxino[2,3-f]benzimidazole